OC(C(=O)[O-])C(C)C α-hydroxyisovalerate